4-(10-bromodecyl)-1,2-dimethoxy-benzene BrCCCCCCCCCCC1=CC(=C(C=C1)OC)OC